ClC=1C=C(C=C(C1)Cl)CCC=O 3-(3,5-dichlorophenyl)propan-1-one